FC=1C(=CC(=NC1)OC)C1=CC(=NN1)C(=O)O 5-(5-fluoro-2-methoxypyridin-4-yl)-1H-pyrazole-3-carboxylic acid